ethyl (R)-2-((1R,5S,6s)-3-benzyl-3-azabicyclo[3.1.0]hexane-6-yl)propionate C(C1=CC=CC=C1)N1C[C@@H]2C([C@@H]2C1)[C@H](C(=O)OCC)C